Methyl 3-aminopyridine-5-carboxylate NC=1C=NC=C(C1)C(=O)OC